tert-butyl 3-chloro-4-hydroxy-1-methyl-1H-pyrazole-5-carboxylate ClC1=NN(C(=C1O)C(=O)OC(C)(C)C)C